(10-(1-cyclopropyl-1H-pyrazol-3-yl)-6-hydroxy-[1,2,4]triazolo[5,1-a]isoquinoline-5-carbonyl)glycine C1(CC1)N1N=C(C=C1)C=1C=CC=C2C(=C(N3C(C12)=NC=N3)C(=O)NCC(=O)O)O